FC1(OC2=C(O1)C=CC=C2)F 2,2-difluoro-1,3-benzodioxolan